FC1(CCN(CC1)C1=NC(=CC=2N1N=CN2)NC(C2=C(C=C(C=C2)I)N2CCC1(CC1)CC2)=O)F N-(5-(4,4-difluoropiperidin-1-yl)-[1,2,4]triazolo[1,5-c]pyrimidin-7-yl)-4-iodo-2-(6-Azaspiro[2.5]octane-6-yl)benzamide